11-(pyrrolidin-1-yl)undecanoic acid N1(CCCC1)CCCCCCCCCCC(=O)O